N=1CC(=C2C=CC=CC12)C(=O)N 2H-indole-3-carboxamide